(3-(1-(4-amino-3-methyl-1H-pyrazolo[3,4-d]pyrimidin-1-yl)ethyl)-6-chloro-1H-indazol-1-yl)-N-methylbenzamide NC1=C2C(=NC=N1)N(N=C2C)C(C)C2=NN(C1=CC(=CC=C21)Cl)C2=C(C(=O)NC)C=CC=C2